Chloro-7-bromoisoindolin-1-one ClN1C(C2=C(C=CC=C2C1)Br)=O